FC=1C=CC=C2C=C(C=C(C12)NC)C1=CSC=C1 8-fluoro-N-methyl-3-(thiophen-3-yl)naphthalen-1-amine